FC(C=1C(=C(C=CC1)[C@@H](C)NC1=C2C=C(C(N(C2=CC=N1)C)=O)C1(CN(CC1)C(=O)[O-])OC)F)F 3-(5-(((R)-1-(3-(difluoromethyl)-2-fluorophenyl)ethyl)amino)-1-methyl-2-oxo-1,2-Dihydro-1,6-naphthyridin-3-yl)-3-methoxypyrrolidine-1-carboxylate